(R)-1-((2-(2'-chloro-3'-(5-isopropyl-5,6-dihydropyrrolo[3,4-c]pyrazol-2(4H)-yl)-2-methylbiphenyl-3-yl)-7-cyanobenzo[d]oxazol-5-yl)methyl)pyrrolidine-3-carboxylic acid ClC1=C(C=CC=C1N1N=C2C(=C1)CN(C2)C(C)C)C2=C(C(=CC=C2)C=2OC1=C(N2)C=C(C=C1C#N)CN1C[C@@H](CC1)C(=O)O)C